N1C(=CC=C1C(=O)N)C(=O)N 1H-pyrrole-2,5-dicarboxamide